tert-butyl 4-[5-[tert-butoxycarbonyl(methyl)amino]-3-methoxy-2-pyridyl]piperazine-1-carboxylate C(C)(C)(C)OC(=O)N(C=1C=C(C(=NC1)N1CCN(CC1)C(=O)OC(C)(C)C)OC)C